4-(isoindolin-4-ylamino)-1-methylpyrrolidin-2-one hydrochloride Cl.C1NCC2=C(C=CC=C12)NC1CC(N(C1)C)=O